4-methyl-2-(4-methyl-5-oxo-4-propan-2-yl-1H-imidazol-2-yl)benzoic acid CC1=CC(=C(C(=O)O)C=C1)C=1NC(C(N1)(C(C)C)C)=O